7-methylquinazoline-2,4(1h,3h)-dione CC1=CC=C2C(NC(NC2=C1)=O)=O